2-carboxy-3-methoxy-3,3-diphenylpropanoic acid C(=O)(O)C(C(=O)O)C(C1=CC=CC=C1)(C1=CC=CC=C1)OC